5-isopropoxy-2-(5-(5-methoxy-3-(trifluoromethyl)pyridin-2-ylamino)-1,2,4-thiadiazol-3-yl)isonicotinamide C(C)(C)OC1=CN=C(C=C1C(=O)N)C1=NSC(=N1)NC1=NC=C(C=C1C(F)(F)F)OC